N1=C(C=CC=C1)C=1N=C2C(=CN=C(C2)C(=O)O)N1 2-(pyridin-2-yl)imidazo[4,5-c]Pyridine-6-carboxylic acid